N1=CCCCC=C1 4,5-dihydro-3H-azepine